((S)-1-(4-fluorophenyl)-2-((S)-3-fluoropiperidin-1-yl)ethyl)-4-(trifluoromethoxy)benzenesulfonamide FC1=CC=C(C=C1)[C@H](CN1C[C@H](CCC1)F)C1=C(C=CC(=C1)OC(F)(F)F)S(=O)(=O)N